chloromethoxyformyl-dimethylamine ClCOC(=O)N(C)C